N1(CCC1)CC1=C(CNC2=CC(=C(C=C2Cl)S(=O)(=O)NC2=NC(=CC=C2)F)F)C(=CC=C1)F 4-((2-(azetidin-1-ylmethyl)-6-fluorobenzyl)amino)-5-chloro-2-fluoro-N-(6-fluoropyridin-2-yl)benzenesulfonamide